CC1=CC=C(C=C1)SC Para-methyl-thioanisole